C(CCCCCCCC)C12C(C=CC3C1S3)(O)S2 Nonylphenol disulfide